1-methyl-7-(pyrimidin-5-yl)-1H-benzo[d]Imidazole-5-carboxylic acid methyl ester COC(=O)C1=CC2=C(N(C=N2)C)C(=C1)C=1C=NC=NC1